FC1(CCN(CC1)C=1C=2N(C=C(N1)NC(C1=C(C=C(C=C1)I)N1CCC3(CC3)CC1)=O)C=CN2)F N-(8-(4,4-difluoropiperidin-1-yl)imidazo[1,2-a]pyrazin-6-yl)-4-iodo-2-(6-azaspiro[2.5]Oct-6-yl)benzamide